((3S,6R)-1-(2-fluoro-2-methylpropyl)-6-(trifluoromethyl)piperidin-3-yl)-8-azabicyclo[3.2.1]octane-3-carboxamide FC(CN1C[C@H](CC[C@@H]1C(F)(F)F)C12CC(CC(CC1)N2)C(=O)N)(C)C